N-(2,5-dioxotetrahydrofuran-3-yl)formamide C1C(C(=O)OC1=O)NC=O